[N+](=O)([O-])C1=CC=CC=2C=3N(CCOC21)N=NC3 8-nitro-5,6-dihydrobenzo[f][1,2,3]triazolo[1,5-d][1,4]oxazepine